CC=1C(=NC(=NC1)N)C1CC(NC(C1)(C)C)(C)C 5-methyl-4-(2,2,6,6-tetramethylpiperidin-4-yl)pyrimidin-2-amine